NC=1N=CC(=NC1)C1=C2C=C(C(=CC2=CC2=C1C(OC2)=O)OC)OC 9-(5-aminopyrazin-2-yl)-6,7-dimethoxynaphtho[2,3-c]furan-1(3H)-one